(R or S)-9,10-difluoro-2-(1-(1-methyl-1H-pyrazol-4-yl)piperidin-3-yl)-[1,2,4]triazolo[1,5-c]quinazolin-5-amine FC1=C(C=2C=3N(C(=NC2C=C1)N)N=C(N3)[C@H]3CN(CCC3)C=3C=NN(C3)C)F |o1:15|